ClC1=CC=C(CNC(=O)NC2=CC=C(C=C2)CN2C(CCC2=O)C)C=C1 1-(4-chloro-benzyl)-3-(4-((2-methyl-5-oxopyrrolidin-1-yl)methyl)phenyl)urea